2-[4-{4-(4'-cyano-biphenyl-4-yl)-naphthalen-1-yl}-phenyl]-6-(phenanthren-9-yl)-benzoxazole C(#N)C1=CC=C(C=C1)C1=CC=C(C=C1)C1=CC=C(C2=CC=CC=C12)C1=CC=C(C=C1)C=1OC2=C(N1)C=CC(=C2)C=2C1=CC=CC=C1C=1C=CC=CC1C2